2-(difluoromethoxy)-4-{1-[4-(difluoromethoxy)phenyl]-1H-pyrazol-4-yl}benzaldehyde FC(OC1=C(C=O)C=CC(=C1)C=1C=NN(C1)C1=CC=C(C=C1)OC(F)F)F